(2S)-N-(1-(6,7-difluoro-1-oxo-1,2-dihydroisoquinolin-4-yl)ethyl)-N-methylindoline-2-carboxamide FC=1C=C2C(=CNC(C2=CC1F)=O)C(C)N(C(=O)[C@H]1NC2=CC=CC=C2C1)C